(R)-6-(2-((1-cyclopropylethyl)amino)-7H-pyrrolo[2,3-d]pyrimidin-5-yl)-N-(2,2-difluoroethyl)imidazo[1,2-a]pyridine-3-carboxamide C1(CC1)[C@@H](C)NC=1N=CC2=C(N1)NC=C2C=2C=CC=1N(C2)C(=CN1)C(=O)NCC(F)F